ClC1=CC=C(C=C1)C=1C=C(C(N(N1)C1=CC(=CC=C1)F)=O)C(=O)NCC(O)C1CC1 (-)-6-(4-chlorophenyl)-N-(2-cyclopropyl-2-hydroxyethyl)-2-(3-fluorophenyl)-3-oxo-2,3-dihydropyridazine-4-carboxamide